S1C=CC(=C1)C1=C(C(=C(C=C1)N(C1=CC=CC=C1)C1=CC=CC=C1)C=1C=CSC1)C=1C=CSC1 tris(4-thienyl)triphenylamine